2-fluoro-5-(imidazol-1-yl)-3-(2-methoxyethoxy)-N-[2-(trifluoromethyl)pyridin-4-yl]benzamide FC1=C(C(=O)NC2=CC(=NC=C2)C(F)(F)F)C=C(C=C1OCCOC)N1C=NC=C1